1-methyl-1-(2-(1-methyl-1H-imidazo[1,2-b]pyrazole-7-carbonyl)-2-azaspiro[3.3]heptan-6-yl)-3-(6-methyl-5-(trifluoromethyl)pyridin-3-yl)urea CN(C(=O)NC=1C=NC(=C(C1)C(F)(F)F)C)C1CC2(CN(C2)C(=O)C2=C3N(N=C2)C=CN3C)C1